(3-fluoropyridin-4-yl)(1-((2-(trimethylsilyl)ethoxy)methyl)-1H-imidazol-4-yl)methanol FC=1C=NC=CC1C(O)C=1N=CN(C1)COCC[Si](C)(C)C